ClC=1C=C(C=CC1)[C@@H](C(=O)NC(C(=O)NC1(CC1)C#N)CC=1OC2=C(N1)C=CC(=C2)C(F)(F)F)C (S)-3-chloro-N-(1-((1-cyanocyclopropyl)amino)-1-oxo-3-(6-(trifluoromethyl)benzo[d]oxazol-2-yl)propan-2-yl)phenylpropionamide